C(C(CC)O)(O)(O)O n-butanetetraol